CC1(C(C2CCC1C2)=CC=CC(C)=O)C 5-(3,3-dimethyl-2-norbornyliden)-3-penten-2-one